(R)-7,8-Dichloro-10-(2-methoxyethoxy)-1-methyl-3,4,5,6-tetrahydroazepino[4,5-b]indol-2(1H)-one ClC1=C(C=C(C=2C3=C(NC12)CCNC([C@@H]3C)=O)OCCOC)Cl